C1(CC1)C1=CC(=NN1C)C(=O)OCC Ethyl 5-cyclopropyl-1-methyl-1H-pyrazole-3-carboxylate